Cl.Cl.N=1NC=C2CNCCC21 4,5,6,7-tetrahydro-2H-pyrazolo[4,3-c]pyridine dihydrochloride